(3-((benzyloxy)methyl)-4-ethyl-5-oxo-4,5-dihydro-1H-1,2,4-triazol-1-yl)-3-fluoro-6-(o-tolyl)-8-(1,1,1-trifluoropropan-2-yl)-1,6-naphthyridin-5(6H)-one C(C1=CC=CC=C1)OCC1=NN(C(N1CC)=O)C1=NC=2C(=CN(C(C2C=C1F)=O)C1=C(C=CC=C1)C)C(C(F)(F)F)C